N1=CN=C2NC=NC2=C1C=1C(=NC=CC1)NC=1C=C(C=NC1C)NC(C1=CC(=C(C=C1)Cl)C#N)=O N-(5-((3-(9H-purin-6-yl)pyridin-2-yl)amino)-6-methylpyridin-3-yl)-4-chloro-3-cyanobenzamide